OC(C)(C)C=1C(=CC2=CN(N=C2C1)C1CCC(CC1)CC=O)NC(C1=NC(=CC=C1)C(F)(F)F)=O N-(6-(2-hydroxypropan-2-yl)-2-((1r,4r)-4-(2-oxoethyl)cyclohexyl)-2H-indazol-5-yl)-6-(trifluoromethyl)picolinamide